N1(N=CC=C1)C(N)=N 1H-pyrazole-1-carboximidamide